(R)-1-(1-(1H-imidazol-4-yl)ethyl)-7-bromo-4-(dimethylamino)quinazolin-2(1H)-one N1C=NC(=C1)[C@@H](C)N1C(N=C(C2=CC=C(C=C12)Br)N(C)C)=O